OC=1C=C(C=CC1)C1=CC=C(C=C1)C=1C=C(C2=C(NC(=N2)C)C1)C(=O)OC methyl 6-(3'-hydroxy-[1,1'-biphenyl]-4-yl)-2-methyl-1H-benzo[d]imidazole-4-carboxylate